Ethyl 2-[3-[(3-methoxycarbonyl-4-methyl-benzoyl)amino]propanoylamino]-4-methyl-thiazole-5-carboxylate COC(=O)C=1C=C(C(=O)NCCC(=O)NC=2SC(=C(N2)C)C(=O)OCC)C=CC1C